BrC1=C(C(=CC=C1Br)C)C 3,4-dibromo-o-xylene